OC[C@H]1CN(C[C@H](O1)CO)C1=CC=C(N=N1)C1=C(C=C(C=C1C)C(F)(F)F)O 2-[6-[(2R,6S)-2,6-bis(hydroxymethyl)morpholin-4-yl]pyridazin-3-yl]-3-methyl-5-(trifluoromethyl)phenol